C1=CC=C(C=C1)[Sn](C2=CC=CC=C2)(C3=CC=CC=C3)Cl The molecule is an organotin compound that is triphenylstannane in which the hydrogen attached to tin is replaced by a chloro group. A fungicide used to control blights on potatoes, leaf spot diseases on sugar beet and anthracnose on beans. It has a role as an immunosuppressive agent and an antifungal agrochemical. It is an organotin compound and a chlorine molecular entity. It derives from a triphenylstannane.